(S)-N-(6-(1-methyl-1H-imidazol-5-yl)isoquinolin-3-yl)-2-(2-methylmorpholinyl)acetamide CN1C=NC=C1C=1C=C2C=C(N=CC2=CC1)NC(CN1C[C@@H](OCC1)C)=O